N-butyl-N'-heptylurea C(CCC)NC(=O)NCCCCCCC